2-Amino-4-(3-(6-amino-2-azaspiro[3.3]heptan-2-yl)-5-fluoro-7,9-dihydrofuro[3,4-f]quinazolin-6-yl)-7-fluorothieno[3,2-c]pyridine-3-carbonitrile NC1=C(C=2C(=NC=C(C2S1)F)C=1C2=C(C=3C=NC(=NC3C1F)N1CC3(C1)CC(C3)N)COC2)C#N